1-(2-((1-(3,4-dichlorophenyl)-4,5-dihydro-1H-pyrazol-3-yl)amino)-2-oxoethyl)piperidine-4-carboxylic acid ClC=1C=C(C=CC1Cl)N1N=C(CC1)NC(CN1CCC(CC1)C(=O)O)=O